CSCC=CC(=O)O 4-(methylthio)but-2-enoic acid